C(C)N1C(C[C@@H](C1)CN1N=C2N=C(C=NC2=C1)C1=C(C=C(C=C1C)C(F)(F)F)O)=O (s)-1-ethyl-4-((6-(2-hydroxy-6-methyl-4-(trifluoromethyl)phenyl)-2H-pyrazolo[3,4-b]pyrazin-2-yl)methyl)pyrrolidin-2-one